FC(C1=C(C=CC(=C1)N)C1=CC=C(C=C1)C1=C(C=C(C=C1)N)C(F)(F)F)(F)F 1,4-bis(2-trifluoromethyl-4-aminophenyl)benzene